(S)-N'-(4-(difluoromethoxy)-2,6-diisopropylphenylcarbamoyl)-5-(2-hydroxypropan-2-yl)-3-methylthiophene-2-sulfonimidamide FC(OC1=CC(=C(C(=C1)C(C)C)NC(=O)N=[S@@](=O)(N)C=1SC(=CC1C)C(C)(C)O)C(C)C)F